8-benzyl-3-(4-bromophenyl)-1,4,8-triazaspiro[4.5]dec-3-en-2-one C(C1=CC=CC=C1)N1CCC2(N=C(C(N2)=O)C2=CC=C(C=C2)Br)CC1